NC1=NC(=NN1C(=O)NC1=CC=C(C=C1)C1=CC(=NC=C1)C(=O)O)NC1=CC=C(C=C1)S(N)(=O)=O 4-(4-(5-amino-3-((4-sulfamoylphenyl)amino)-1H-1,2,4-triazole-1-carboxamido)phenyl)picolinic acid